1-(3-fluoro-5-methylpyridin-4-yl)cyclopropane-1-carboxylic acid FC=1C=NC=C(C1C1(CC1)C(=O)O)C